C(\C=C\C=C\C)(=O)OCC (E,E)-ethyl sorbate